S1C=C(C2=C1C=CC=C2)C2=CC=C(S2)C(C)NC2=NC(=NC1=CC(=C(C=C21)OC)OC)C N-{1-[5-(1-benzothiophen-3-yl)thiophen-2-yl]ethyl}-6,7-dimethoxy-2-methylquinazolin-4-amine